1-(o-propenylphenoxy)-2,6-bis(1,1-dimethylethyl)benzene C(=CC)C1=C(OC2=C(C=CC=C2C(C)(C)C)C(C)(C)C)C=CC=C1